C(C)(C)(C)OC(=O)N1CCN(CC1)[C@H](C)C1=CC=C(C=C1)C(=O)OC (R)-4-(1-(4-(methoxycarbonyl)phenyl)ethyl)piperazine-1-carboxylic acid tert-butyl ester